4-[4-(hydroxymethyl)-1H-imidazol-2-yl]-1-{[(2S)-5-oxopyrrolidin-2-yl]methoxy}-7-(propan-2-yloxy)isoquinoline-6-carboxamide OCC=1N=C(NC1)C1=CN=C(C2=CC(=C(C=C12)C(=O)N)OC(C)C)OC[C@H]1NC(CC1)=O